S(=O)(=O)(OOOOS(=O)(=O)F)F dioxydisulfo fluoride